(bis(ortho-N,N-dimethylaminobenzyl))scandium CN(C)C1=C(C[Sc]CC2=C(C=CC=C2)N(C)C)C=CC=C1